C(#N)C=1C=C(C=CC1)C=1N=C(SC1C=1C=C2C(=NC=NC2=CC1)C)NC(=O)N1CCC2(COCCN2)CC1 N-[4-(3-cyanophenyl)-5-(4-methylquinazolin-6-yl)thiazol-2-yl]-4-oxa-1,9-diazaspiro[5.5]undecane-9-carboxamide